NC1CC(OC2=C1C=C(C=C2)Cl)C(=O)NC21CC(C2)(C1)NC(COC1=CC(=C(C=C1)Cl)F)=O 4-amino-6-chloro-N-{3-[2-(4-chloro-3-fluorophenoxy)acetamido]bicyclo[1.1.1]pent-1-yl}-3,4-dihydro-2H-1-benzopyran-2-carboxamide